Methyl (S)-3-(3-(4-bromo-2-chlorophenyl)-3-(trifluoromethyl)ureido)-4-(((S)-1-methoxy-1-oxo-3-phenylpropan-2-yl)amino)-4-oxobutanoate BrC1=CC(=C(C=C1)N(C(N[C@@H](CC(=O)OC)C(=O)N[C@H](C(=O)OC)CC1=CC=CC=C1)=O)C(F)(F)F)Cl